ONC(\C=C\C1=C(C=CC=C1)NCC1=CC=NC2=CC=CC=C12)=O (E)-N-hydroxy-3-(2-((quinolin-4-ylmethyl)amino)phenyl)acrylamide